1-methyl-4-[3-[(2R,5S)-5-methyl-2-piperidyl]phenyl]piperazine CN1CCN(CC1)C1=CC(=CC=C1)[C@@H]1NC[C@H](CC1)C